2-chloro-1-(4-{[3-(4-methoxyphenyl)imidazo[1,2-a]pyrazin-8-yl]amino}hexahydropyridin-1-yl)ethan-1-one ClCC(=O)N1CCC(CC1)NC=1C=2N(C=CN1)C(=CN2)C2=CC=C(C=C2)OC